C12COCC(N1CC1=CC=C(C=C1)C=1C=C(C=3N=CN=C(C3N1)N[C@@H]1CNCCC1)C(=O)N)C2 6-(4-[3-oxa-6-azabicyclo[3.1.1]heptan-6-ylmethyl]phenyl)-4-[(3S)-piperidin-3-ylamino]pyrido[3,2-d]pyrimidine-8-carboxamide